Prop-2-yne-1-sulfonic acid C(C#C)S(=O)(=O)O